C(C)(C)C(C(C)C)(C)NC(=O)C1=CC2=C(OCO2)C=C1 N-(1-isopropyl-1,2-dimethylpropyl)-1,3-benzodioxolane-5-carboxamide